6-(4-fluoro-1-((5-methoxy-1-methyl-1H-pyrazol-4-yl)sulfonyl)piperidin-4-yl)-7-methyl-[1,2,4]triazolo[1,5-a]pyridine FC1(CCN(CC1)S(=O)(=O)C=1C=NN(C1OC)C)C=1C(=CC=2N(C1)N=CN2)C